COC1=CC=C(CNC(=O)NC2=CC=C(C=C2)CN2C(C(CC2)C)=O)C=C1 1-(4-methoxybenzyl)-3-(4-((3-methyl-2-oxopyrrolidin-1-yl)methyl)phenyl)urea